C(C1=CC=CC=C1)OC1=C2C=CC(=CC2=CC=C1)N1CCOCC1 4-(5-benzyloxy-2-naphthyl)morpholine